trans-4-[(2,4-dimethylpyrimidin-5-yl)methyl]cyclohexanecarboxylic acid CC1=NC=C(C(=N1)C)C[C@@H]1CC[C@H](CC1)C(=O)O